trans-1,5-diphenyl-1,4-pentadien-3-one C1(=CC=CC=C1)\C=C\C(C=CC1=CC=CC=C1)=O